FC(C(=O)O)(F)F.NCC(CN1N=CN(C1=O)C1=C(C=C(C=N1)C1C(N(C2=CC=CC=C2C1)C)=O)F)=C(F)F [6-[1-[2-(aminomethyl)-3,3-difluoro-allyl]-5-oxo-1,2,4-triazol-4-yl]-5-fluoro-3-pyridinyl]-1-methyl-3,4-dihydroquinolin-2-one trifluoroacetate